COC1=C(C2=CC(=CC=C2C=C1)C1=NC=CC(=C1)NC(C)C)NCC(C#N)=C 2-{[(2-methoxy-7-{4-[(propan-2-yl)amino]pyridin-2-yl}naphthalen-1-yl)amino]methyl}prop-2-enenitrile